COC1C/C(/C2=CC=CC=C12)=C\CO (E)-2-(3-Methoxy-1-indanylidene)ethanol